2-bromo-2,2-difluoro-N-(p-trifluoromethoxyphenyl)acetamide BrC(C(=O)NC1=CC=C(C=C1)OC(F)(F)F)(F)F